1-(5-bromopentyloxy)-4-methoxybenzene BrCCCCCOC1=CC=C(C=C1)OC